Tert-butyl-(3-((2-bromo-5-nitropyridin-4-yl)amino)-5-methoxycyclohexyl)carbamate C(C)(C)(C)OC(NC1CC(CC(C1)OC)NC1=CC(=NC=C1[N+](=O)[O-])Br)=O